ethyl biotinate C(CCCC[C@@H]1SC[C@@H]2NC(=O)N[C@H]12)(=O)OCC